(Z)-5-(1-(3,4-difluorophenyl)-2-hydroxy-3-methylbut-1-en-1-yl)-1-(tetrahydro-2H-pyran-2-yl)-1H-indazole-6-carboxylic acid FC=1C=C(C=CC1F)/C(=C(\C(C)C)/O)/C=1C=C2C=NN(C2=CC1C(=O)O)C1OCCCC1